OC(C)(C)C1=NC=CC(=C1)C1=C2C(=NC=C1)C=C(O2)C2=CC=C(CN1C(COCC1)=O)C=C2 4-(4-(7-(2-(2-hydroxypropan-2-yl)pyridin-4-yl)furo[3,2-b]pyridin-2-yl)benzyl)morpholin-3-one